6-Chloro-8-(5-fluoro-pyridin-3-yl)-9-(2,2,2-trifluoro-ethyl)-9H-pyrido[3,4-b]indole ClC=1C=C2C3=C(N(C2=C(C1)C=1C=NC=C(C1)F)CC(F)(F)F)C=NC=C3